CNCCC[C@H](O)C=1C=NC=CC1 |o1:5| (S) or (R)-4-(methylamino)-1-(pyridin-3-yl)-1-butanol